CC=CC1=CC=C(C=C1)OC methyl-p-methoxystyrene